2-Amino-6-(2,2-difluoroethyl)-6-phenyl-4,5,6,7-tetrahydrobenzo[b]thiophene-3-carboxamide NC1=C(C2=C(S1)CC(CC2)(C2=CC=CC=C2)CC(F)F)C(=O)N